[3-cyclopropyl-4-(3-methyl-4-methylsulfonyl-phenyl)-1H-indazol-5-yl]-methyl-methylimino-oxo-λ6-sulfane C1(CC1)C1=NNC2=CC=C(C(=C12)C1=CC(=C(C=C1)S(=O)(=O)C)C)S(=O)(=NC)C